[7-fluoro-8-(2-triisopropylsilylethynyl)-1-naphthyl] trifluoromethanesulfonate FC(S(=O)(=O)OC1=CC=CC2=CC=C(C(=C12)C#C[Si](C(C)C)(C(C)C)C(C)C)F)(F)F